CC1=C(C=C(C(=O)NC2=CC(=CC=C2)CC(F)(F)F)C=C1)OC1CN(C1)C=1C=NN2C1C=NC=C2 4-methyl-3-((1-(pyrazolo[1,5-a]pyrazin-3-yl)azetidin-3-yl)oxy)-N-(3-(2,2,2-trifluoroethyl)phenyl)benzamide